FC1=C(C=CC=C1)[C@@H]([C@H](C)O)O 1-(2-fluorophenyl)-(S,S)-1,2-propanediol